3,3-diphenylpropanal C1(=CC=CC=C1)C(CC=O)C1=CC=CC=C1